C(C=C)(=O)N1CCN(CC1)CC(CN1C2=C(N(C([C@H](CC1)NC1=C(C#N)C(=CC(=N1)C)C(F)(F)F)=O)C)C=CC=C2)O 2-(((3S)-6-(3-(4-Acryloylpiperazin-1-yl)-2-hydroxypropyl)-1-methyl-2-oxo-1,2,3,4,5,6-hexahydrobenzo[b][1,4]diazocin-3-yl)amino)-6-methyl-4-(trifluoromethyl)nicotinonitrile